CC=1SC2=NC(=CC(=C2N1)C)C1=CC(=C2C=C(N=NC2=C1)C1CCNCC1)F 7-(2,7-Dimethyl-[1,3]thiazolo[5,4-b]pyridin-5-yl)-5-fluoro-3-(piperidin-4-yl)cinnoline